Cl.BrC1=CC=C(C=C1)C(C(C)C)N1[C@@H](CN[C@H](C1)C)C (2R,5S)-1-(1-(4-Bromophenyl)-2-methylpropyl)-2,5-dimethylpiperazine hydrochloride